BrC=1C=C(C=CC1OC)CC(=O)OC methyl (3-bromo-4-methoxyphenyl)acetate